C(C)OC1=CC=2C(C3=CC=CC=C3SC2C=C1)=O 2-ethoxy-9H-thioxanthen-9-one